2-(((2-(4-(3-methylbutanoyl)piperazin-1-yl)ethyl)amino)methylene)-5-phenylcyclohexane-1,3-dione CC(CC(=O)N1CCN(CC1)CCNC=C1C(CC(CC1=O)C1=CC=CC=C1)=O)C